C(C)(C)(C)OC(=O)N1[C@@H](C[C@H](C1)NC1=NC=CC=C1)C(N)=O (2S,4R)-2-carbamoyl-4-(pyridin-2-ylamino)pyrrolidine-1-carboxylic acid tert-butyl ester